NC1=C(C=C(OC2=CC(=NC=C2)NC2CCOCC2)C=C1)F 4-(4-amino-3-fluorophenoxy)-N-(tetrahydro-2H-pyran-4-yl)pyridin-2-amine